3-fluoro-5,6-dimethoxy-2,3-dihydro-1H-inden-1-one FC1CC(C2=CC(=C(C=C12)OC)OC)=O